(R)-(+)-2-pyrrolide-5-carboxylic acid N1[C-]=CC=C1C(=O)O